acetyl-coa acetoacetate C(CC(=O)C)(=O)O.C(C)(=O)SCCNC(CCNC([C@@H](C(COP(OP(OC[C@@H]1[C@H]([C@H]([C@@H](O1)N1C=NC=2C(N)=NC=NC12)O)OP(=O)(O)O)(=O)O)(=O)O)(C)C)O)=O)=O